tert-butyl ((3R,6S)-6-((5-(trifluoromethyl)pyrazin-2-yl)carbamoyl)tetrahydro-2H-pyran-3-yl)carbamate FC(C=1N=CC(=NC1)NC(=O)[C@@H]1CC[C@H](CO1)NC(OC(C)(C)C)=O)(F)F